(2S)-2-fluoro-2-[[(2S,5R)-2-(cyanomethylcarbamoyl)-3-methyl-7-oxo-1,6-diazabicyclo[3.2.1]oct-3-en-6-yl]oxy]acetic acid lithium salt [Li+].F[C@@H](C(=O)[O-])ON1[C@@H]2C=C([C@H](N(C1=O)C2)C(NCC#N)=O)C